4-(propylthio)-1,3,5-triazine-2-amine C(CC)SC1=NC(=NC=N1)N